BrC1=CC=C(C=C1)S(=O)(=O)NC=1C=C(C(=O)NC=2C=NC=CC2)C=CC1 3-((4-bromophenyl)sulfonamido)-N-(pyridin-3-yl)benzamide